N[C@H](CO)CC1=NC(=NO1)C1=CC=C(C=C1)OC1=NC=C(C=C1)OC(F)F (S)-2-Amino-3-(3-(4-((5-(difluoromethoxy)pyridin-2-yl)oxy)phenyl)-1,2,4-oxadiazol-5-yl)propan-1-ol